tert-butyl 4-(4-(4-fluorobenzoyl)-1,2,3,4-tetrahydroquinoxaline-1-carboxamido)piperidine-1-carboxylate FC1=CC=C(C(=O)N2CCN(C3=CC=CC=C23)C(=O)NC2CCN(CC2)C(=O)OC(C)(C)C)C=C1